C1(CC1)OC1=CC(=NC(=N1)C(C)(F)F)NC1=CC(=NC=C1F)NC(C)=O N-(4-((6-cyclopropoxy-2-(1,1-difluoroethyl)pyrimidin-4-yl)amino)-5-fluoropyridin-2-yl)acetamide